imidazo[5,4-d]isoxazole O1NC=C2C1=NC=N2